COC1=CC=2N(C(C(=C(N2)C(F)(F)F)C#C[Si](C)(C)C)=O)C=C1 8-methoxy-2-(trifluoromethyl)-3-(2-trimethylsilylethynyl)-4H-pyrido[1,2-a]pyrimidin-4-one